2-chloro-N-(1-cyano-1-methyl-ethyl)-5-[(2S)-2-(trifluoromethylsulfonylamino)propoxy]pyridine-3-carboxamide ClC1=NC=C(C=C1C(=O)NC(C)(C)C#N)OC[C@H](C)NS(=O)(=O)C(F)(F)F